FC=1N=C(SC1CN1C[C@]2(C[C@@H]1C)CC=1C(=CN=C(C1)N1CCOCC1)O2)NC(C)=O N-(4-Fluoro-5-(((2R,5'S)-5'-methyl-5-morpholino-3H-spiro[furo[2,3-c]pyridine-2,3'-pyrrolidin]-1'-yl)methyl)thiazol-2-yl)acetamide